3-[(4-methylpiperazine-1-yl)methyldiethoxysilyl]styrene CN1CCN(CC1)C[Si](C=1C=C(C=C)C=CC1)(OCC)OCC